7-hydroxyhexadecanedioic acid OC(CCCCCC(=O)O)CCCCCCCCC(=O)O